CN1C=NC(=C1)C1=NC(=NC=C1C(F)(F)F)NC1CCN(CC1)S(=O)(=O)C=1N=CN(C1)C 4-(1-methyl-1H-imidazol-4-yl)-N-(1-((1-methyl-1H-imidazol-4-yl)sulfonyl)piperidin-4-yl)-5-(trifluoromethyl)pyrimidin-2-amine